2,5-dinitro-N1,N4-bis(3,4-dihydroxyphenethyl)-1,4-benzenedicarboxamide [N+](=O)([O-])C1=C(C=C(C(=C1)C(=O)NCCC1=CC(=C(C=C1)O)O)[N+](=O)[O-])C(=O)NCCC1=CC(=C(C=C1)O)O